BrC1=CC=C(C=C1)[C@@H]1[C@@H]2CN(C\C=C/CN2[C@@H]1COC(C1=CC=CC=C1)(C1=CC=CC=C1)C1=CC=CC=C1)S(=O)(=O)C1=CC=C(C=C1)[N+](=O)[O-] (8R,9R,10S,Z)-9-(4-bromophenyl)-6-((4-nitrophenyl)sulfonyl)-10-((trityloxy)methyl)-1,6-diazabicyclo[6.2.0]dec-3-ene